BrC1=C(C=CC(=N1)C(=O)OC)OC1=CC=C(C=C1)C(F)(F)F Methyl 6-bromo-5-[4-(trifluoromethyl)phenoxy]pyridine-2-carboxylate